2-((2-(2,6-dioxopiperidin-3-yl)-1,3-dioxoisoindolin-4-yl)amino)acetic acid O=C1NC(CCC1N1C(C2=CC=CC(=C2C1=O)NCC(=O)O)=O)=O